2-oxaspiro[3.5]nonan C1OCC12CCCCC2